BrC=1C=C2C=CC(=NC2=CC1)NC1=NC(=NC=C1C(F)(F)F)N[C@@H]1CNCCC1 (S)-N4-(6-bromoquinolin-2-yl)-N2-(piperidin-3-yl)-5-(trifluoromethyl)pyrimidine-2,4-diamine